(Z)-4-((tert-butoxycarbonyl)(methyl)amino)-2-chlorobut-2-enoic Acid C(C)(C)(C)OC(=O)N(C\C=C(\C(=O)O)/Cl)C